(1R)-1-{(1S)-2-[4,6-bis(trifluoromethyl)-1,3,5-triazin-2-yl]-6-chloro-2,3,4,9-tetrahydro-1H-pyrido[3,4-b]indol-1-yl}-2-methylpropan-1-ol FC(C1=NC(=NC(=N1)C(F)(F)F)N1[C@@H](C=2NC3=CC=C(C=C3C2CC1)Cl)[C@@H](C(C)C)O)(F)F